benzyl 4-(hydroxymethyl)bicyclo[2.2.2]octan-1-ylcarbamate OCC12CCC(CC1)(CC2)NC(OCC2=CC=CC=C2)=O